6-(2-chloro-3-(4,4,5,5-tetramethyl-1,3,2-dioxaborolane-2-yl)phenyl)-2-methoxy-4-methylnicotinaldehyde ClC1=C(C=CC=C1B1OC(C(O1)(C)C)(C)C)C1=NC(=C(C=O)C(=C1)C)OC